NC[C@]1([C@@H]([C@@H](N[C@H]1CC(C)(C)C)C(=O)NC1=C(C=C(C(=O)OC)C=C1)OC)C1=C(C=CC=C1)C)C1=C(C=CC(=C1)Cl)F methyl 4-((2R,3S,4S,5S)-4-(aminomethyl)-3-(2-methylphenyl)-4-(5-chloro-2-fluorophenyl)-5-neopentylpyrrolidine-2-carboxamido)-3-methoxybenzoate